BrC1=C(C=C2C=CN=NC2=C1)F 7-bromo-6-fluoro-cinnoline